CNC=1C2=C(N=C(N1)C1CN(CC1)C(=O)C1=CC=C(C=C1)C1=CC=CC=C1)CNCC2 [3-[4-(methylamino)-5,6,7,8-tetrahydropyrido[3,4-d]pyrimidin-2-yl]pyrrolidin-1-yl]-(4-phenylphenyl)methanone